N-(8-(methylamino)-5-(piperidine-1-carbonyl)-2,7-naphthyridin-3-yl)cyclopropanecarboxamide CNC=1N=CC(=C2C=C(N=CC12)NC(=O)C1CC1)C(=O)N1CCCCC1